ClC=1C=C(COC(=O)N[C@H](C(=O)N[C@H](C(=O)OC)CCC(N2CC3=C(CCC2)C=CC=C3)=O)CC3CCCCC3)C=CC1 Methyl (S)-2-((S)-2-((((3-chlorobenzyl)oxy)carbonyl)amino)-3-cyclohexylpropanamido)-5-oxo-5-(1,3,4,5-tetrahydro-2H-benzo[c]azepin-2-yl)pentanoate